4-(4-ethyl-3-(4-morpholinopiperidin-1-yl)phenyl)-4-methyl-3-oxopentanoic acid tert-butyl ester C(C)(C)(C)OC(CC(C(C)(C)C1=CC(=C(C=C1)CC)N1CCC(CC1)N1CCOCC1)=O)=O